4-chloro-3-((2-(trimethylsilyl)ethoxy)methoxy)aniline ClC1=C(C=C(N)C=C1)OCOCC[Si](C)(C)C